BrC=1C2=C(SC1C(F)(F)P(OCC)(O)=O)C(=CC(=C2)C=2N=CN(C2)C(C2=CC=CC=C2)(C2=CC=CC=C2)C2=CC=CC=C2)OCCCC(F)(F)F ethyl hydrogen ((3-bromo-7-(4,4,4-trifluorobutoxy)-5-(1-trityl-1H-imidazol-4-yl)benzo[b]thiophen-2-yl)difluoromethyl)phosphonate